Spiro[cyclohexane-1,4'(3'H)-[1,3,5]triazino[1,2-a]benzimidazol]-2'-amine N1=C(NC2(N3C1=NC1=C3C=CC=C1)CCCCC2)N